2,5-dimethoxy-4-s-butylthiophenethylamine COC1=C(CCN)C=C(C(=C1)SC(C)CC)OC